3-((4-carbamoyl-2,6-difluorophenoxy)methyl)-4-chlorothieno[2,3-c]pyridine-2-carboxylic acid lithium [Li].C(N)(=O)C1=CC(=C(OCC2=C(SC3=CN=CC(=C32)Cl)C(=O)O)C(=C1)F)F